3-fluoro-pyrrolidine-1-sulfonamide trifluoroacetate FC(C(=O)O)(F)F.FC1CN(CC1)S(=O)(=O)N